N-((1r,4r)-4-methoxycyclohexyl)-4-(1-methyl-1H-imidazol-5-yl)pyrimidine-2-carboxamide COC1CCC(CC1)NC(=O)C1=NC=CC(=N1)C1=CN=CN1C